tert-butyl 3-(2-(difluoromethyl)pyridin-3-yl)-7,8-dihydro-1,6-naphthyridine-6(5H)-carboxylate FC(C1=NC=CC=C1C=1C=NC=2CCN(CC2C1)C(=O)OC(C)(C)C)F